2-cyanotetrahydrofuran-3,4-dipropionate C(#N)C1OCC(C1CCC(=O)[O-])CCC(=O)[O-]